(7R,14R)-11-(2-(1-hydroxycyclopentyl)pyrimidin-5-yl)-6-(methyl-d3)-1-(prop-1-yn-1-yl)-6,7-dihydro-7,14-methanobenzo[f]benzo[4,5]imidazo[1,2-a][1,4]diazocin-5(14H)-one OC1(CCCC1)C1=NC=C(C=N1)C1=CC2=C(N=C3N2[C@H]2C4=C(C(N([C@@H]3C2)C([2H])([2H])[2H])=O)C=CC=C4C#CC)C=C1